C(C)(C)(C)N(C(=O)C=1C2=C(N(N1)C1=CC(=CC(=C1)Cl)Cl)C1=C(OC2)C=C(C(=C1)C1=C(C(=CC=C1)C=O)F)OC)C N-tert-butyl-1-(3,5-dichlorophenyl)-8-(2-fluoro-3-formylphenyl)-7-methoxy-N-methyl-1,4-dihydrobenzopyrano[4,3-c]Pyrazole-3-carboxamide